C(C)(C)(C)C1=CC(=NO1)NC(=O)NC1=CC=C(C=C1)C=1N=NN(C1S(=O)(=O)C)C1=CC=C(C=C1)OCCN1CCOCC1 1-(5-tert-butylisoxazol-3-yl)-3-(4-(5-methylsulfonyl-1-(4-(2-morpholinoethoxy)phenyl)-1H-1,2,3-triazol-4-yl)phenyl)-urea